F[C@H]1[C@@H](O[C@@H]([C@H]1O)CO)N1C=C2CCCNC=3C2=C1N=CN3 2-(2-deoxy-2-fluoro-β-D-ribofuranosyl)-6,7,8,9-tetrahydro-2H-2,3,5,6-tetraazabenzo[cd]azulene